N-[(2R)-1-[(3-aminocyclobutyl)amino]-1-oxopropan-2-yl]-2-chloro-4-[[3-[3-(trifluoromethyl)-1H-pyrazol-4-yl]imidazo[1,2-a]pyrazin-8-yl]amino]benzamide formate C(=O)O.NC1CC(C1)NC([C@@H](C)NC(C1=C(C=C(C=C1)NC=1C=2N(C=CN1)C(=CN2)C=2C(=NNC2)C(F)(F)F)Cl)=O)=O